(S)-N-(1-(2-chloroacetyl)-7-(4-fluorobenzyl)-2-methyl-2,3-dihydro-1H-pyrido[2,3-b][1,4]oxazin-6-yl)acetamide ClCC(=O)N1C2=C(OC[C@@H]1C)N=C(C(=C2)CC2=CC=C(C=C2)F)NC(C)=O